COCCOCCNC1=CC=C(C=C1)C1=CC=C(C=C1)NCCOCCOC N4,N4'-bis(2-(2-methoxyethoxy)ethyl)-[1,1'-biphenyl]-4,4'-diamine